thianthrene monooxide C1=CC=CC=2S(C3=CC=CC=C3SC12)=O